guanidine methanesulfonate CS(=O)(=O)O.NC(=N)N